C(C)(C)C(C(OC)OC)(C)CCC(C)C 2-isopropyl-2-isopentyldimethoxypropane